cis-2,6-dimethylpiperidin-4-one C[C@@H]1N[C@@H](CC(C1)=O)C